N-(2,3-dihydroxypropyl)-4-{[3-(4-{[(3S,4R)-3-fluoro-1-methylpiperidin-4-yl]amino}-1-(2,2,2-trifluoroethyl)-1H-indol-2-yl)prop-2-yn-1-yl]amino}-3-methoxybenzamide OC(CNC(C1=CC(=C(C=C1)NCC#CC=1N(C2=CC=CC(=C2C1)N[C@H]1[C@H](CN(CC1)C)F)CC(F)(F)F)OC)=O)CO